FC=1C=C(C=CC1[N+](=O)[O-])N1C(OCC1)=O 3-(3-Fluoro-4-nitrophenyl)oxazolidin-2-one